FC1=CC=C(C=C1)C(CO)(C1=CC=C(C=C1)F)N1C[C@@H](N(C[C@H]1CC)C(=O)OC(C)(C)C)C tert-butyl (2S,5R)-4-(1,1-bis(4-fluorophenyl)-2-hydroxyethyl)-5-ethyl-2-methylpiperazine-1-carboxylate